BrC=1C=C(C=C2CN(C(C12)=O)C1C(NC(CC1)=O)=O)CN1CCC(CC1)C1=NC(=C(C(=O)N)C=C1)C1=CC=C(C=C1)OC1=CC=CC=C1 6-(1-((7-bromo-2-(2,6-dioxopiperidin-3-yl)-1-oxoisoindolin-5-yl)methyl)piperidin-4-yl)-2-(4-phenoxyphenyl)nicotinamide